(8-fluoroimidazo[1,2-a]Pyridin-2-yl)methylamine FC=1C=2N(C=CC1)C=C(N2)CN